C1(CC1)OC1=C(C=C2C(=NC=NC2=C1)O)O[C@H]1[C@@H](CN(CC1)C(=O)OC(C)(C)C)F tert-butyl (3R,4R)-4-[(7-cyclopropoxy-4-hydroxyquinazolin-6-yl) oxy]-3-fluoropiperidine-1-carboxylate